bornylsulfonate C12(C(CC(CC1)C2(C)C)S(=O)(=O)[O-])C